1-(4-fluorophenyl)-5-(thiophen-3-yl)-1H-1,2,4-triazole FC1=CC=C(C=C1)N1N=CN=C1C1=CSC=C1